4,4'-thiobiscyclohexanol S(C1CCC(CC1)O)C1CCC(CC1)O